6-chloro-3-fluoro-1H-pyrazolo[3,4-b]pyridine ClC1=CC=C2C(=N1)NN=C2F